1-(3-((4-(1H-imidazol-1-yl)benzyl)(3-methoxybenzyl)amino)benzyl)piperazin-2-one N1(C=NC=C1)C1=CC=C(CN(C=2C=C(CN3C(CNCC3)=O)C=CC2)CC2=CC(=CC=C2)OC)C=C1